ClC1=CC2=C(C=N1)C=CN2S(=O)(=O)N(C)C 6-chloro-N,N-dimethyl-pyrrolo[3,2-c]pyridine-1-sulfonamide